C[C@H]([C@@H](C(=O)N1CCC[C@H]1C(=O)N[C@@H](CC2=CC=C(C=C2)O)C(=O)O)N)O The molecule is a tripeptide composed of L-threonine, L-proline, and L-tyrosine joined by peptide linkages. It has a role as a metabolite. It derives from a L-threonine, a L-proline and a L-tyrosine.